(4Z)-4-(1,3-benzothiazol-6-ylmethylene)-2-(1,3,4-thiadiazol-2-ylamino)-1H-imidazol-5-one S1C=NC2=C1C=C(C=C2)\C=C\2/N=C(NC2=O)NC=2SC=NN2